(2S,5R)-1-(tert-butoxycarbonyl)-5-ethylpyrrolidine-2-carboxylic acid C(C)(C)(C)OC(=O)N1[C@@H](CC[C@H]1CC)C(=O)O